C(C1=CC=CC=C1)C(C(=O)[O-])(C(=O)[O-])CCCC benzyl-n-butyl-malonate